N[C@]1(CN(C[C@@H]1CCCB(O)O)CC1=NC=CC=C1)C(=O)O (3R,4S)-3-amino-4-(3-boronopropyl)-1-(pyridin-2-ylmethyl)pyrrolidine-3-carboxylic acid